C[C@@H]1N(CCN(C1)C)C(=O)OC=1C(=CC=2N=CN=C(C2N1)C=1C(=NN(C1)C)C1=CC=CC=C1)OC 7-methoxy-4-(1-methyl-3-phenyl-1H-pyrazol-4-yl)pyrido[3,2-d]pyrimidin-6-yl (S)-2,4-dimethylpiperazine-1-carboxylate